COC=1C=C2C(=NC=NC2=CC1OC)OC1=CC(=C(C(=C1)F)C(C(=O)N)C1C(C=CC=C1)=O)F (4-((6,7-dimethoxyquinazolin-4-yl)oxy)-2,6-difluorophenyl)-2-oxo-phenylacetamide